Rac-cis-N-methyl-N-(3-(6-(1-methyl-1H-pyrazol-4-yl)pyrazolo[1,5-a]pyrazin-4-yl)cyclohexyl)acrylamide CN(C(C=C)=O)[C@@H]1C[C@@H](CCC1)C=1C=2N(C=C(N1)C=1C=NN(C1)C)N=CC2 |r|